3-[5-[(3S)-3-(dimethylamino)pyrrolidine-1-yl]pyrimidine-2-yl]-N-[(R)-(5-fluoro-2-hydroxy-phenyl)-(1H-indole-2-yl)methyl]-5-methyl-benzamide CN([C@@H]1CN(CC1)C=1C=NC(=NC1)C=1C=C(C(=O)N[C@@H](C=2NC3=CC=CC=C3C2)C2=C(C=CC(=C2)F)O)C=C(C1)C)C